2-(2-fluoro-1-methyl-ethyl)pyrazole-3-carboxylic acid FCC(C)N1N=CC=C1C(=O)O